methyl N2-(tert-butoxycarbonyl)-N6-(4-(((3R,4R)-1-(2-cyanoacetyl)-4-methylpiperidin-3-yl)(methyl)amino)-7H-pyrrolo[2,3-d]pyrimidine-7-carbonyl)lysinate C(C)(C)(C)OC(=O)N[C@@H](CCCCNC(=O)N1C=CC2=C1N=CN=C2N(C)[C@H]2CN(CC[C@H]2C)C(CC#N)=O)C(=O)OC